N(=[N+]=[N-])C1C(C2C(OC(O2)(C)C)C(=C1)Br)O 5-Azido-7-bromo-3a,4,5,7a-tetrahydro-2,2-dimethyl-1,3-benzodioxol-4-ol